(S)-1-amino-1'-(5-((2-amino-3-chloropyridin-4-yl)thio)-1H-imidazo[4,5-b]pyrazin-2-yl)-1,3-dihydrospiro[indene-2,4'-piperidine]-6-carbonitrile N[C@@H]1C2=CC(=CC=C2CC12CCN(CC2)C2=NC=1C(=NC=C(N1)SC1=C(C(=NC=C1)N)Cl)N2)C#N